3-bromo-1-(3-chloro-2-pyridinyl)-1H-pyrazole-5-carboxylic acid bromide BrC1=NN(C(=C1)C(=O)Br)C1=NC=CC=C1Cl